ClC1=CC=C(CC2(NC3=CC=CC=C3N=C2NC2CCCC2)N)C=C1 2-(4-chlorobenzyl)-N3-Cyclopentylquinoxaline-2,3-diamine